C(C1=CC=CC=C1)OC(=O)N1CCC2=C(C=CC=C12)C1=CC=C(C=N1)C(C)N1CC2(C1)C(CN(CC2)C(=O)OC(C)(C)C)(F)F tert-butyl 2-(1-(6-(1-((benzyloxy)carbonyl)indolin-4-yl)pyridin-3-yl)ethyl)-5,5-difluoro-2,7-diazaspiro[3.5]nonane-7-carboxylate